O=C1N(CC2=CC(=CC=C12)O[C@H]1[C@H](CCCC1)N1CC(C1)C1=NC=C(C=N1)C(F)(F)F)C1C(NC(CC1)=O)=O 3-(1-oxo-5-(((1R,2S)-2-(3-(5-(trifluoromethyl)pyrimidin-2-yl)azetidin-1-yl)cyclohexyl)oxy)isoindolin-2-yl)piperidine-2,6-dione